OC1=C(C(=O)NC2=CC=C(C=C2)S(=O)(=O)N2CCN(CC2)C2=CC(=CC=C2)C(F)(F)F)C=CC=C1 2-Hydroxy-N-(4-((4-(3-(trifluoromethyl)phenyl)piperazin-1-yl)sulfonyl)phenyl)benzamide